1,3-bis(2-phenyl-1,10-phenanthroline-4-yl)benzene C1(=CC=CC=C1)C1=NC2=C3N=CC=CC3=CC=C2C(=C1)C1=CC(=CC=C1)C1=CC(=NC2=C3N=CC=CC3=CC=C12)C1=CC=CC=C1